C(#N)C=1C=C2C(=NN(C2=CC1)CC=1C=NC(=CC1)C(F)(F)F)NC(=O)C1=C(N=CS1)C N-(5-cyano-1-((6-(trifluoromethyl)pyridin-3-yl)methyl)-1H-indazol-3-yl)-4-methylthiazole-5-carboxamide